BrC1=CC(=CNC1=O)C(C)ON1CC2=CC=CC=C2C1 2-(1-(5-bromo-6-oxo-1,6-dihydropyridin-3-yl)ethoxy)isoindoline